OC1=C2C(=NC(=C1C(=O)OC)O)SC=C2C2=CC=CC=C2 methyl 4,6-dihydroxy-3-phenylthieno[2,3-b]pyridine-5-carboxylate